FC1=C(C=CC=C1)[C@H]1NCCC2=CC=C(C=C12)C(=O)OC methyl (1S)-1-(2-fluorophenyl)-1,2,3,4-tetrahydroisoquinoline-7-carboxylate